Amino-Phenol NC1=C(C=CC=C1)O